3-(3,3,3-trifluoro-1-propenyl)-2,2-dimethylcyclopropanecarboxylate FC(C=CC1C(C1C(=O)[O-])(C)C)(F)F